(S)-N,2-dimethyl-N-((tetrahydrofuran-3-yl)methyl)-4-(4,4,5,5-tetramethyl-1,3,2-dioxaborolan-2-yl)benzamide CN(C(C1=C(C=C(C=C1)B1OC(C(O1)(C)C)(C)C)C)=O)C[C@H]1COCC1